NN1C2CN(CC1CC2)C(=O)[O-] 8-amino-3,8-diazabicyclo[3.2.1]octane-3-carboxylate